4,4-dimethyl-4'-nitro-2,3,4,5-tetrahydro-1,1'-biphenyl CC1(CCC(=CC1)C1=CC=C(C=C1)[N+](=O)[O-])C